3-nitro-4-acetamidophenylacetic acid [N+](=O)([O-])C=1C=C(C=CC1NC(C)=O)CC(=O)O